1-(2-chloro-6,7-dimethoxyquinazolin-4-yl)-1H-1,2,4-triazole-3,5-diamine ClC1=NC2=CC(=C(C=C2C(=N1)N1N=C(N=C1N)N)OC)OC